C(=C)SC=1SC2=C(N1)C=C(C(=C2)C)C 2-vinylthio-5,6-dimethylbenzothiazole